C1=CC=C2C(=C1)C(=S)C3=CC=CC=C3O2 Xanthione